COP(=O)(OC)CC(=O)O 2-(dimethoxyphosphoryl)acetic acid